COC([C@H](C)NP(=O)(OC1=CC=C(C=C1)[N+](=O)[O-])N[C@@H](C)C(=O)OCC(CC)CC)=O 2-Ethylbutyl ((((S)-1-methoxy-1-oxopropan-2-yl)amino)(4-nitrophenoxy)phosphoryl)-L-alaninate